Cl.COC1=CC(=CC=2C=C(SC21)C2=NN(C1=NC=NC(=C12)N)C1CNCC1)C 3-(7-methoxy-5-methylbenzothien-2-yl)-1-(pyrrolidin-3-yl)-1H-pyrazolo[3,4-d]pyrimidin-4-amine hydrochloride